5,6-dihydro-[3,4]-bipyridine N1=CC(=CCC1)C1=CC=NC=C1